C(N)(OCC(N(C)C1=NC(=C(C(=C1C#N)CC)C#N)SC(C(=O)N)C1=CC=CC=C1)C(C)(C)C)=O (tert-butyl 2-((6-((2-amino-2-oxo-1-phenylethyl) thio)-3,5-dicyano-4-ethylpyridin-2-yl) (methyl) amino) ethyl) carbamate